BrC1=C(C=C(C=C1)C(F)F)[N+](=O)[O-] 1-bromo-4-(difluoromethyl)-2-nitrobenzene